1-(2-((2S,4R)-2-(3-chloro-5-fluorobenzyl-carbamoyl)-4-fluoropyrrolidin-1-yl)-2-oxoethyl)-5-(pyridazin-4-yl)-1H-indazole-3-carboxamide ClC=1C=C(CNC(=O)[C@H]2N(C[C@@H](C2)F)C(CN2N=C(C3=CC(=CC=C23)C2=CN=NC=C2)C(=O)N)=O)C=C(C1)F